(3E)-6-(propoxymethoxy)-3-hexenylmagnesium chloride C(CC)OCOCC/C=C/CC[Mg]Cl